FC(N1N=CC(=C1)C=1C=NC=2CCN(CC2C1)C=1C(=C(C=2N(N1)C(C=CN2)=O)C)C)F 7-(3-(1-(difluoromethyl)-1H-pyrazol-4-yl)-7,8-dihydro-1,6-naphthyridin-6(5H)-yl)-8,9-dimethyl-4H-pyrimido[1,2-b]pyridazin-4-one